(2-fluorophenyl)(2-vinylpyridin-3-yl)methanone FC1=C(C=CC=C1)C(=O)C=1C(=NC=CC1)C=C